OC(CCNC(C=C)=O)C N-(3-hydroxy-butyl)acrylamide